BrC1=CC=C(C=C1)C(C(F)(F)F)NC(C)=O N-(1-(4-bromophenyl)-2,2,2-trifluoroethyl)acetamide